CC(CCCNCC1=CN(C2=CC=CC=C12)S(=O)(=O)C1=CC=CC=C1)N methyl-N4-((1-(phenylsulfonyl)-1H-indol-3-yl)methyl)butane-1,4-diamine